1-(5-(aminomethyl)thiophen-2-yl)-2-((6-(3,3-difluoropyrrolidin-1-yl)-2-methylquinazolin-4-yl)thio)ethan-1-one hydrochloride Cl.NCC1=CC=C(S1)C(CSC1=NC(=NC2=CC=C(C=C12)N1CC(CC1)(F)F)C)=O